(2S,11aS)-7-fluoro-2-hydroxy-6-isopropoxy-8-methyl-1,2,3,10,11,11a-hexahydro-5H-benzo[e]pyrrolo[1,2-a]azepin-5-one FC1=C(C2=C(CC[C@@H]3N(C2=O)C[C@H](C3)O)C=C1C)OC(C)C